2-amino-2-(hydroxymethyl)-propane NC(C)(C)CO